3-difluoromethyl-1-methyl-1H-pyrazole-4-carboxylic acid N-[2-(1,1,2,3,3,3-hexafluoropropoxy)phenyl]-amide FC(C(C(F)(F)F)F)(OC1=C(C=CC=C1)NC(=O)C=1C(=NN(C1)C)C(F)F)F